N-(1-cyclopropyl-1,2,3,4-tetra-hydroquinolin-8-yl)-3-(dimethyl-amino)pyridine-2-sulfonamide C1(CC1)N1CCCC2=CC=CC(=C12)NS(=O)(=O)C1=NC=CC=C1N(C)C